3,3-dimethyl-1-(thiophen-3-yl)-2,3-dihydro-1H-pyrrolo[3,2-b]pyridine-5-carboxylic acid methyl ester COC(=O)C1=CC=C2C(=N1)C(CN2C2=CSC=C2)(C)C